C(C1=CC=CC=C1)N1C(C2(CC1)CCN(CC2)C(=O)C2=CC=C1C=CN(C1=C2)C)=O 2-benzyl-8-(1-methyl-1H-indole-6-carbonyl)-2,8-diazaspiro[4.5]decan-1-one